Monoiodophenyl Ether IC1=CC=C(C=C1)OC1=CC=C(C=C1)I